NCCOCCO 2-(2-aminoethoxy)ethanol